2,2,6,6-Tetramethylpiperidinooxide CC1(N(C(CCC1)(C)C)ON1C(CCCC1(C)C)(C)C)C